tert-butyl N-(tert-butoxycarbonyl)-N-[3-methoxy-6-(oxetan-3-yl)pyrazin-2-yl]carbamate C(C)(C)(C)OC(=O)N(C(OC(C)(C)C)=O)C1=NC(=CN=C1OC)C1COC1